5-(3-chloro-5-fluorophenyl)-N-(dicyclohexylmethyl)pyridine-3-carboxamide ClC=1C=C(C=C(C1)F)C=1C=C(C=NC1)C(=O)NC(C1CCCCC1)C1CCCCC1